(1S)-N-((1S)-1-(4-(4-fluorophenyl)-1H-imidazol-2-yl)-8-hydroxy-7-oxononyl)-6-methyl-6-azaspiro[2.5]octane-1-carboxamide FC1=CC=C(C=C1)C=1N=C(NC1)[C@H](CCCCCC(C(C)O)=O)NC(=O)[C@H]1CC12CCN(CC2)C